5-((Cyclopropyl(methyl)amino)methyl)-N-((1,2,3,5,6,7-hexahydro-s-indacen-4-yl)carbamoyl)-1-methyl-1H-pyrazole-3-sulfonamide, sodium salt [Na].C1(CC1)N(C)CC1=CC(=NN1C)S(=O)(=O)NC(NC1=C2CCCC2=CC=2CCCC12)=O